C12(CC3CC(CC(C1)C3)C2)C=2C=C(C=CC2O)C2=CC=C(C=C2)C=CC(=O)OC methyl 3-(3'-adamantan-1-yl-4'-hydroxy-biphenyl-4-yl)-acrylate